5-[(4-anilino-5-methyl-pyrimidin-2-yl) amino]-3-ethyl-2-hydroxy-benzoate N(C1=CC=CC=C1)C1=NC(=NC=C1C)NC=1C=C(C(=C(C(=O)[O-])C1)O)CC